TRIAZOLO[4,5-B]PYRAZINE N1N=NC=2C1=NC=CN2